ClC1=C(C=C(C=C1)C12CC(CC(CC1)N2C(=O)N)N2C(NC1=C2C=CC=C1C=1C=NC(=CC1)CO)=O)OC (4-chloro-3-methoxyphenyl)-3-{4-[6-(hydroxymethyl)pyridin-3-yl]-2-oxo-2,3-dihydro-1H-1,3-benzodiazol-1-yl}-(endo)-8-azabicyclo[3.2.1]octane-8-carboxamide